(4-(methylsulfonyl)piperazin-1-yl)bicyclo[1.1.1]pentane-1-carboxylic acid CS(=O)(=O)N1CCN(CC1)C1C2(CC1C2)C(=O)O